C(C)(C)C1=C(NC2=CC=C(C=C12)C1CCN(CC1)C1CCOCC1)C=1C=CC=2N(C1C)C=NN2 6-(3-isopropyl-5-(1-(tetrahydro-2H-pyran-4-yl)piperidin-4-yl)-1H-indol-2-yl)-5-methyl-[1,2,4]triazolo[4,3-a]pyridine